6-(3,4-Dimethoxybenzylamino)-9-β-D-arabinofuranosylpurin COC=1C=C(CNC2=C3N=CN(C3=NC=N2)[C@H]2[C@@H](O)[C@H](O)[C@H](O2)CO)C=CC1OC